Chlorodimethyl-(3-(pentan-2-yl)-1H-inden-1-yl)silane tert-butyl-6-chloro-1-oxo-1,3-dihydrospiro[indene-2,4'-piperidine]-1'-carboxylate C(C)(C)(C)OC(=O)N1CCC2(CC1)C(C1=CC(=CC=C1C2)Cl)=O.Cl[Si](C2C=C(C1=CC=CC=C21)C(C)CCC)(C)C